C(C)(C)N1N=C(C(=C1)C)C=1C(=C2C(=NC(=NN2C1)C=1N(C=CN1)C)O)C1=NC=CC=C1 6-(1-Isopropyl-4-methyl-1H-pyrazol-3-yl)-2-(1-methyl-1H-imidazol-2-yl)-5-(pyridin-2-yl)pyrrolo[2,1-f][1,2,4]triazin-4-ol